C(C=C)(=O)N1C(C2=CC=CC(=C2CC1)C1=C2C(=C(NC2=C(C=C1F)C(=O)N)C)C)C 4-(2-acryloyl-1-methyl-1,2,3,4-tetrahydroisoquinolin-5-yl)-5-fluoro-2,3-dimethyl-1H-indole-7-carboxamide